ClCC1=NC=2C(=NC(=CC2)C(=O)OC)N1C[C@H]1OCC1 methyl (S)-2-chloromethyl-3-(oxetan-2-ylmethyl)-3H-imidazo[4,5-b]pyridine-5-carboxylate